6-(4,4,5,5-tetramethyl-1,3,2-dioxaborolaN-2-yl)-1H-indazole CC1(OB(OC1(C)C)C1=CC=C2C=NNC2=C1)C